(R)-6-bromo-N-((R)-1-(3-(difluoromethyl)-2-fluorophenyl)ethyl)-3-methyl-2,3-dihydroimidazo[1,2-a]pyridine-8-carboxamide BrC=1C=C(C=2N(C1)[C@@H](CN2)C)C(=O)N[C@H](C)C2=C(C(=CC=C2)C(F)F)F